NCCC=1C=NC(=NC1)C1=C(C=C(C#N)C=C1)OC1=CC(=NC(=C1)N1CC2CCC(C1)O2)C 4-[5-(2-aminoethyl)pyrimidin-2-yl]-3-[2-methyl-6-(8-oxa-3-azabicyclo[3.2.1]oct-3-yl)pyridin-4-yl]oxybenzonitrile